rac-(3aR,5R,7S,7aR)-1-isopropyl-3,3,5,7-tetramethyl-5-phenyloctahydro-benzo[c]isoxazole C(C)(C)N1OC([C@H]2[C@H]1[C@H](C[C@](C2)(C2=CC=CC=C2)C)C)(C)C |r|